CN1CCC(CC1)OC=1C(=NC=CC1)N ((1-methyl-hexahydropyridin-4-yl)oxy)pyridin-2-amine